C(C)(C)(C)OC(=O)N1[C@@H](CCC1)C1=C2CCN(CC2=CC(=C1)C=1C=C2C(=NC1)N(C=C2C)C(=O)OC(C)(C)C)C(COC)=O tert-butyl (S)-5-(5-(1-(tert-butoxycarbonyl) pyrrolidin-2-yl)-2-(2-methoxyacetyl)-1,2,3,4-tetrahydroisoquinolin-7-yl)-3-methyl-1H-pyrrolo[2,3-b]pyridine-1-carboxylate